2-(5-((Z)-((1R,2R,5R)-6,6-difluoro-2-methoxy-8-azabicyclo[3.2.1]octan-3-ylidene)methyl)pyrazin-2-yl)-5-(1H-imidazol-1-yl)phenol FC1([C@H]2C/C(/[C@H]([C@@H](C1)N2)OC)=C/C=2N=CC(=NC2)C2=C(C=C(C=C2)N2C=NC=C2)O)F